F[C@@H]1[C@@H](C1)C(=O)NC1=NC=C2C=C(C=NC2=C1)C=1C=NC(=CC1C)[C@](CCC)([2H])O (1S,2S)-2-fluoro-N-(3-(6-((R)-1-hydroxybutyl-1-d)-4-methylpyridin-3-yl)-1,6-naphthyridin-7-yl)cyclopropane-1-carboxamide